(S)-2-((2-((S)-4-(Difluoromethyl)-2-oxooxazolidin-3-yl)-10-methoxy-5,6-dihydrobenzo[f]imidazo[1,2-d][1,4]oxazepin-9-yl)amino)propionamide FC([C@H]1N(C(OC1)=O)C=1N=C2N(CCOC3=C2C=C(C(=C3)N[C@H](C(=O)N)C)OC)C1)F